3,6,9,12-tetraoxa-13-sila-13,13,14,14-tetramethylpentadecan-1-ol C[Si](OCCOCCOCCOCCO)(C(C)(C)C)C